N,N'-di-[2-(ethanesulfonyloxy)-4-methyl-phenyl]urea C(C)S(=O)(=O)OC1=C(C=CC(=C1)C)NC(=O)NC1=C(C=C(C=C1)C)OS(=O)(=O)CC